tetradecanoic acid-1,1-diphenylmethyl ester C1(=CC=CC=C1)C(C1=CC=CC=C1)OC(CCCCCCCCCCCCC)=O